3-(4-methanesulfonylphenyl)urea CS(=O)(=O)C1=CC=C(C=C1)NC(N)=O